1-(3-chloro-2-hydroxy-phenyl)-2-methyl-propan-1-one ClC=1C(=C(C=CC1)C(C(C)C)=O)O